COC=1C=2N(C=C(C1)C1=CC3=C(N(C(N3)=O)[C@H]3CN(CCC3)C(CC)CC)C=C1C)N=CN2 (R)-5-(8-methoxy-[1,2,4]triazolo[1,5-a]pyridin-6-yl)-6-methyl-1-(1-(pentan-3-yl)piperidin-3-yl)-1,3-dihydro-2H-benzo[d]imidazol-2-one